(5-isopropyl-1H-pyrazol-3-yl)-[(1S,5R)-6-[(2S)-2-methylpyrrolidine-1-carbonyl]-3-azabicyclo[3.1.0]hexane-3-yl]methanone C(C)(C)C1=CC(=NN1)C(=O)N1C[C@@H]2C([C@@H]2C1)C(=O)N1[C@H](CCC1)C